4-o-hydroxyphenylmethylene-2,6-di-t-butyl-2,5-cyclohexadien-1-one OC1=C(C=CC=C1)C=C1C=C(C(C(=C1)C(C)(C)C)=O)C(C)(C)C